5-Chloro-2-[2-[5-(fluoromethyl)-3-isoxazolyl]phenoxy]pyrimidine ClC=1C=NC(=NC1)OC1=C(C=CC=C1)C1=NOC(=C1)CF